tert-Butyl (S)-(5,6-dichloro-8-(cyanomethoxy)-9-iodo-2,3-dihydro-1H-pyrrolo[1,2-a]indol-1-yl)carbamate ClC1=C(C=C(C=2C(=C3N(C12)CC[C@@H]3NC(OC(C)(C)C)=O)I)OCC#N)Cl